F[C@@]12[C@@H](CNCC1)CN(C2=O)C2=C(C=C(C(=O)O)C=C2)OC(F)(F)F 4-((3aS,7aR)-7a-fluoro-1-oxooctahydro-2H-pyrrolo[3,4-c]pyridin-2-yl)-3-(trifluoromethoxy)benzoic acid